2,2,6,6-tetramethyl-4-((9-((tetrahydro-2H-pyran-2-yl)oxy)nonyl)oxy)piperidin CC1(NC(CC(C1)OCCCCCCCCCOC1OCCCC1)(C)C)C